FC1=C(C(=CC(=C1)[N+](=O)[O-])F)N1C2COCC1CC2 8-(2,6-difluoro-4-nitrophenyl)-3-oxa-8-aza-bicyclo[3.2.1]octane